tert-butyl (S)-(1-(hydroxyimino)-4-methylpentane-2-yl)carbamate ON=C[C@H](CC(C)C)NC(OC(C)(C)C)=O